FC(C1=CC(=CN=N1)C(=O)O)(F)F 6-(trifluoromethyl)pyridazine-4-carboxylic acid